CC1(C2=CC=CC=C2C=2C(=CC=CC12)NC1=CC=2C(C3=CC=CC=C3C2C=C1)(C)C)C (9,9-Dimethyl-9H-fluoren-4-yl)-(9,9-dimethyl-9H-fluoren-2-yl)-amin